C1(=CC=CC=C1)P(C1=C2OC=3C(=CC=CC3C(C2=CC=C1)(C)C)P(C1=CC=CC=C1)C1=CC=CC=C1)C1=CC=CC=C1 (5-diphenylphosphanyl-9,9-dimethyl-xanthen-4-yl)diphenylphosphane